5-bromo-8-fluoroisoquinoline 2-oxide BrC1=C2C=C[N+](=CC2=C(C=C1)F)[O-]